C(C)(C)OC(C)(C)C=1N=C(SC1)NC(=O)C=1N(C(=CC1)C(=O)N)CC1=CC=NC=C1 N-(4-(2-isopropoxypropan-2-yl)thiazol-2-yl)-1-(pyridin-4-ylmethyl)-1H-pyrrole-2,5-dicarboxamide